4-CHLORO-9-METHYL-2,9-DIHYDRO-1H-CARBAZOLE-3-CARBOXALDEHYDE ClC1=C(CCC=2N(C3=CC=CC=C3C12)C)C=O